Tert-butyl 3-fluoro-4-[1-[1-[(4-methoxyphenyl)methyl]-2,6-dioxo-3-piperidyl]-3-methyl-2-oxo-benzimidazol-5-yl]piperidine-1-carboxylate FC1CN(CCC1C1=CC2=C(N(C(N2C)=O)C2C(N(C(CC2)=O)CC2=CC=C(C=C2)OC)=O)C=C1)C(=O)OC(C)(C)C